2-((3-(Dimethylamino)propyl)amino)-1-(4-(3-isopropyl-2-(1H-pyrazolo[3,4-b]pyridin-4-yl)-1H-indol-5-yl)piperidin-1-yl)ethan-1-on CN(CCCNCC(=O)N1CCC(CC1)C=1C=C2C(=C(NC2=CC1)C1=C2C(=NC=C1)NN=C2)C(C)C)C